C(\C=C/CO)O cis-2-buten-1,4-diol